FC1=C(CC2(CC2)C(=O)NC2(CC2)CN2CCCC2)C=CC=C1 1-(2-fluorobenzyl)-N-(1-(pyrrolidin-1-ylmethyl)cyclopropyl)cyclopropane-1-carboxamide